3-{6-[(5-bromopyridin-2-yl)methoxy]-[1,3]oxazolo[5,4-b]pyridin-2-yl}pyridine BrC=1C=CC(=NC1)COC=1C=C2C(=NC1)OC(=N2)C=2C=NC=CC2